NC1(CCN(CC1)C1=NC(=C2C(=N1)NN=C2C2=C(C(=CC=C2)Cl)Cl)C(=O)N)C2CC2 6-(4-Amino-4-cyclopropylpiperidin-1-yl)-3-(2,3-dichlorophenyl)-1H-pyrazolo[3,4-d]pyrimidine-4-carboxamide